CC=1OC(=CN1)C1=C(C=2C=CN=CC2C=C1)N 6-(2-methyloxazol-5-yl)isoquinolin-5-amine